(R)-3-(3-cyano-4-fluorophenyl)-1-ethyl-1-(9-fluoro-6-oxo-1,4,5,6-tetrahydro-2H-pyrano[3,4-c]isoquinolin-1-yl)urea C(#N)C=1C=C(C=CC1F)NC(N([C@H]1COCC=2NC(C=3C=CC(=CC3C21)F)=O)CC)=O